COC=1C=C(C=CC1OC)C=1N=C2N(CC(CC2)C2CCN(CC2)C2CC3(CN(C3)C(C)C)C2)C1 2-(3,4-dimethoxyphenyl)-6-(1-(2-isopropyl-2-azaspiro[3.3]hept-6-yl)piperidin-4-yl)-5,6,7,8-tetrahydroimidazo[1,2-a]pyridine